C1(CC1)CN[C@@H]1CSC2=C(C1)C(=C(C(=C2)O)N2CC(N[SH2]2=O)=O)F 5-{(3S)-3-[(cyclopropylmethyl)amino]-5-fluoro-7-hydroxy-3,4-dihydro-2H-1-benzothiopyran-6-yl}-1λ6,2,5-thiadiazolidine-1,3-dione